benzyl 2-(methylthio)-4-oxo-3,4,5,6-tetrahydropyrido[3,4-d]pyrimidine-7(8H)-carboxylate CSC=1NC(C2=C(N1)CN(CC2)C(=O)OCC2=CC=CC=C2)=O